C(CCCCCCCCCCCCC)N n-tetradecylamine